CC(C1=CC=CC=C1O)(C2=CC=CC=C2O)C3=CC=CC=C3O 1,1,1-tris(hydroxyphenyl)ethane